CSC1=NC=C2C(=N1)N(N(C2=O)CC=C)C2=CC=CC(=N2)O[C@H]2CN(CC2)C(=O)OC(C)(C)C tert-butyl (3R)-3-({6-[6-(methylsulfanyl)-3-oxo-2-(prop-2-en-1-yl)-1H,2H,3H-pyrazolo[3,4-d]pyrimidin-1-yl]pyridin-2-yl}oxy)pyrrolidine-1-carboxylate